BrC1=CC(=C2C(NC=NC2=C1)=O)OC1CCN(CC1)C(=O)OCC1=CC=CC=C1 benzyl 4-[(7-bromo-4-oxo-3,4-dihydroquinazolin-5-yl)oxy]piperidine-1-carboxylate